N1=C(C=NC=C1)[C@@H]1CCC2=NN(C(N21)=O)C2CC(C2)C=2C=NC=CC2 (S)-5-(pyrazin-2-yl)-2-((1R,3S)-3-(pyridin-3-yl)cyclobutyl)-2,5,6,7-tetrahydro-3H-pyrrolo[2,1-c][1,2,4]triazol-3-one